2-(6'-cyclopropyl-2'-ethyl-3'-oxo-2',3'-dihydro-1'H-spiro[cyclobutane-1,4'-isoquinolin]-3-yl)isoindoline-1,3-dione C1(CC1)C=1C=C2C3(C(N(CC2=CC1)CC)=O)CC(C3)N3C(C1=CC=CC=C1C3=O)=O